1,4-dihydropyrido[2,3-b]pyrazine-2,3-dione N1C2=C(NC(C1=O)=O)N=CC=C2